N-(4-chlorophenyl)-N-hydroxybenzoamide ClC1=CC=C(C=C1)N(C(C1=CC=CC=C1)=O)O